BrC=1C=C2C=CC(N(C2=CN1)CC(C(F)(F)F)(F)F)=O 6-bromo-1-(2,2,3,3,3-pentafluoropropyl)-1,7-naphthyridin-2-one